({[(2R,3S,4R,5R)-5-(6-chloro-4-{[(1S)-1-(3-fluorophenyl)ethyl]amino}-1H-pyrazolo[3,4-d]pyrimidin-1-yl)-3,4-dihydroxyoxolan-2-yl]methoxy}methyl)phosphonic acid ClC1=NC(=C2C(=N1)N(N=C2)[C@H]2[C@@H]([C@@H]([C@H](O2)COCP(O)(O)=O)O)O)N[C@@H](C)C2=CC(=CC=C2)F